C(C1=CC=CC=C1)N1CCC(CC1)CCC(=O)C1=CC=C(C=C1)C1CCNCC1 3-(1-benzylpiperidin-4-yl)-1-(4-(piperidin-4-yl)phenyl)propan-1-one